1-(3-methoxy-2-nitrophenyl)ethanone COC=1C(=C(C=CC1)C(C)=O)[N+](=O)[O-]